CC1=CC2=C(NC3=C(N=C2N2CCN(CC2)C)C=CC=C3)S1 2-Methyl-4-(4-methyl-1-piperazinyl)-10H-thieno[2,3-b][1,5]benzodiazepine